methyl (1S)-1-amino-7-fluoro-2,3-dihydro-1H-indene-4-carboxylate hydrochloride salt Cl.N[C@H]1CCC=2C(=CC=C(C12)F)C(=O)OC